NCC[C@H](C(=O)OC)C[C@@H](C(=O)OC)NC(=O)OC(C)(C)C dimethyl (2S,4S)-2-(2-aminoethyl)-4-((tert-butoxycarbonyl)amino)pentanedioate